C1(CC1)[C@@H](C)NC1=NC(=NC2=C(C=CC=C12)C=1CCNCC1)NC1=NN(C=C1)C (R)-N4-(1-cyclopropylethyl)-N2-(1-methyl-1H-pyrazol-3-yl)-8-(1,2,3,6-tetrahydropyridin-4-yl)quinazoline-2,4-diamine